OC1=C(C(=O)OC)C(=CC(=C1)C)OCC1OCCC1 Methyl 2-hydroxy-4-methyl-6-((tetrahydrofuran-2-yl)methoxy)benzoate